CC1(COC2(OC1)CC(CC(C2)(C)C)(C)C)C=O 3,8,8,10,10-pentamethyl-1,5-dioxaspiro[5.5]undecane-3-carbaldehyde